5-((2-amino-3-fluoropyridin-4-yl)methyl)-3,4-difluoro-2-((2-fluoro-4-methylphenyl)amino)-N-(prop-2-yn-1-yl)benzamide NC1=NC=CC(=C1F)CC=1C(=C(C(=C(C(=O)NCC#C)C1)NC1=C(C=C(C=C1)C)F)F)F